6-((3s,4r)-3-aminotetrahydro-2H-pyran-4-yl)-2,7-dichloro-N-(furan-2-ylmethyl)thieno[3,2-d]pyrimidin-4-amine N[C@@H]1COCC[C@H]1C1=C(C=2N=C(N=C(C2S1)NCC=1OC=CC1)Cl)Cl